C(C)(=O)O[N+](C)(C)CCCNC(CCCCCCCCCCC)=O {[3-(dodecanoylamino)propyl]-(dimethyl)-ammonio} acetate